C(C)N1N=CC(=C1)C1=NN2C(N=CC=C2)=C1C(=O)O 2-(1-Ethylpyrazol-4-yl)pyrazolo[1,5-a]pyrimidine-3-carboxylic acid